ClC1=C(C(=CC=C1Cl)O)[C@@H]1CC(N(C1)C1=NOC(=C1)C)=O (S)-4-(2,3-dichloro-6-hydroxyphenyl)-1-(5-methylisoxazol-3-yl)pyrrolidin-2-one